ONC1(C(=NN(C1=O)C)C)CC(=O)O 2-[4-(hydroxyamino)-1,3-dimethyl-5-oxo-4,5-dihydro-1H-pyrazol-4-yl]acetic acid